3-(5-((S)-3-(dimethylamino)pyrrolidin-1-yl)pyrimidin-2-yl)-N-((R)-(5-fluoro-2-hydroxyphenyl)(1H-indol-2-yl)methyl)-5-methylbenzamide CN([C@@H]1CN(CC1)C=1C=NC(=NC1)C=1C=C(C(=O)N[C@@H](C=2NC3=CC=CC=C3C2)C2=C(C=CC(=C2)F)O)C=C(C1)C)C